dimethyl 2,6-dimethyl-4-(2,3,4-tris(2-(3-((tert-butoxycarbonyl) amino) propoxy) ethyl)-6-nitrophenyl)-1,4-dihydropyridine-3,5-dicarboxylate CC=1NC(=C(C(C1C(=O)OC)C1=C(C(=C(C=C1[N+](=O)[O-])CCOCCCNC(=O)OC(C)(C)C)CCOCCCNC(=O)OC(C)(C)C)CCOCCCNC(=O)OC(C)(C)C)C(=O)OC)C